(S)-3-(1-aminoethyl)-6-chloroquinoxalin-2(1H)-one N[C@@H](C)C=1C(NC2=CC=C(C=C2N1)Cl)=O